1',5'-dimethyl-8'-[[(1R)-1-[3-(1,1-difluoro-2-hydroxy-2-methyl-propyl)-2-fluoro-phenyl]ethyl]amino]spiro[cyclopentane-1,3'-pyrrolo[2,3-g]phthalazine]-2'-one CN1C(C2(C=3C1=CC=1C(=NN=C(C1C3)C)N[C@H](C)C3=C(C(=CC=C3)C(C(C)(C)O)(F)F)F)CCCC2)=O